(S)-3-Fluoro-2-((R)-3-methylmorpholin-4-yl)-9-[2-(6-oxa-1-aza-spiro[3.3]hept-1-yl)-2-oxoethyl]-8-trifluoromethyl-6,7,8,9-tetrahydropyrimido-[1,2-a]pyrimidin-4-one FC1=C(N=C2N(C1=O)CC[C@H](N2CC(=O)N2CCC21COC1)C(F)(F)F)N1[C@@H](COCC1)C